4-amino-N-cyclopropyl-N-((3S)-6-(trifluoromethyl)-2,3-dihydro-1-benzofuran-3-yl)-1,3-dihydrofuro[3,4-c][1,7]naphthyridine-8-carboxamide NC1=NC=2C=NC(=CC2C2=C1COC2)C(=O)N([C@@H]2COC1=C2C=CC(=C1)C(F)(F)F)C1CC1